tert-butyl (3R)-3-({6-[2-hydroxy-4-(trifluoromethyl)phenyl]-5-methylpyridazin-3-yl}amino)-[1,4'-bipiperidine]-1'-carboxylate OC1=C(C=CC(=C1)C(F)(F)F)C1=C(C=C(N=N1)N[C@H]1CN(CCC1)C1CCN(CC1)C(=O)OC(C)(C)C)C